tert-butyl (R,Z)-4-(2'-chloro-6-((4-fluoro-4-((4-(methylsulfonyl)but-3-en-2-yl)carbamoyl)piperidin-1-yl)sulfonyl)-[1,1'-biphenyl]-3-yl)piperazine-1-carboxylate ClC1=C(C=CC=C1)C1=CC(=CC=C1S(=O)(=O)N1CCC(CC1)(C(N[C@H](C)\C=C/S(=O)(=O)C)=O)F)N1CCN(CC1)C(=O)OC(C)(C)C